N,N-dimethyl-5-(trifluoromethyl)-1H-pyrazolo[3,4-b]pyridin-6-amine CN(C1=C(C=C2C(=N1)NN=C2)C(F)(F)F)C